4-(8-fluoro-7-(8-fluoronaphthalen-1-yl)-2-((hexahydro-1H-pyrrolizin-7a-yl)methoxy)pyrido[4,3-d]Pyrimidin-4-yl)-1,4-oxaazepane FC1=C(N=CC2=C1N=C(N=C2N2CCOCCC2)OCC21CCCN1CCC2)C2=CC=CC1=CC=CC(=C21)F